O1C(=CC=C1)N[C@H](C)C(=O)O (2-furyl)-D-alanine